3-(5,5'-difluoro-6'-methyl-[3,4'-bipyridin]-2'-yl)-5-(2-fluorophenyl)-1,2,4-oxadiazole FC=1C=C(C=NC1)C1=CC(=NC(=C1F)C)C1=NOC(=N1)C1=C(C=CC=C1)F